tert-butyl rac-(3S)-3-methyl-6-(1,1,2-trimethyl-3,4-dihydroisoquinolin-6-yl)-3,4-dihydro-2H-pyridine-1-carboxylate C[C@@H]1CN(C(=CC1)C=1C=C2CCN(C(C2=CC1)(C)C)C)C(=O)OC(C)(C)C |r|